(S)-5-(2-hydroxy-2-methylpropanoyl)-N-((S)-3-oxo-1-((S)-2-oxopyrrolidin-3-yl)-4-(trifluoromethoxy)butan-2-yl)-5-azaspiro[2.4]-heptane-6-carboxamide OC(C(=O)N1CC2(CC2)C[C@H]1C(=O)N[C@@H](C[C@H]1C(NCC1)=O)C(COC(F)(F)F)=O)(C)C